C1(CCCCC1)C(=O)OCN1N=C(C(=C1)[N+](=O)[O-])C(F)F [3-(difluoromethyl)-4-nitro-pyrazol-1-yl]Methyl cyclohexanecarboxylate